methyl-(((5-(trifluoromethyl) pyridin-2-yl) oxy) methyl)-benzoate CC=1C(=C(C(=O)[O-])C=CC1)COC1=NC=C(C=C1)C(F)(F)F